C1=NC=C(C2=CC=CC=C12)N1C(N(C[C@@H]1C#N)C=1N=NC(=CC1)C(F)(F)F)=O (R)-3-(isoquinolin-4-yl)-2-oxo-1-(6-(trifluoromethyl)pyridazin-3-yl)imidazoline-4-carbonitrile